(S)-3-(2-(4-amino-6-(trifluoromethyl)-9H-pyrimido[4,5-b]indol-9-yl)acetyl)-2-oxooxazolidine-4-carboxylic acid NC1=NC=NC=2N(C3=CC=C(C=C3C21)C(F)(F)F)CC(=O)N2C(OC[C@H]2C(=O)O)=O